(R)-N-(5-(4-methoxy-5,6,7,8-tetrahydro-1,8-naphthyridin-2-yl)pentyl)-N-methylpyrrolidin-3-amine COC1=CC(=NC=2NCCCC12)CCCCCN([C@H]1CNCC1)C